benzyl-2-[(6S)-5-tert-butoxycarbonyl-6-methyl-6,7-dihydro-4H-pyrazolo[1,5-a]pyrazin-3-yl]-1,1-dioxo-1,2,5-thiadiazine C(C1=CC=CC=C1)C=1N(S(C=NC1)(=O)=O)C=1C=NN2C1CN([C@H](C2)C)C(=O)OC(C)(C)C